CS(=O)(=O)ON=C(C1=CC=CC=C1)C#N (methylsulfonyloxyimino)-benzyl cyanide